1,4-dichloro-2,3-butylene oxide ClCC1C(CCl)O1